C(C)(C)(C)C=1C(=C(C=C(C1)C)CCC(=O)OCCOCCOCCOC(CCC=1C=C(C=C(C1O)C(C)(C)C)C)=O)O ethylenebis(oxyethylene) bis-(3-(5-tert-butyl-4-hydroxy-m-tolyl)-propionate)